1,4-di-O-acetyl-2,3,5-tri-O-methyl-arabinitol C(C)(=O)OC[C@@H](OC)[C@H](OC)[C@H](OC(C)=O)COC